(2r,6s)-2,6-dimethyl-4-(6-nitropyridin-3-yl)piperazine-1-carboxylic acid tert-butyl ester C(C)(C)(C)OC(=O)N1[C@@H](CN(C[C@@H]1C)C=1C=NC(=CC1)[N+](=O)[O-])C